S(=O)(=O)=C1CC2CCC(C1)N2C(=O)OC(C)(C)C tert-butyl (exo)-3-sulfonyl-8-azabicyclo[3.2.1]Octane-8-carboxylate